l-2-(trityloxy)propanoate C(C1=CC=CC=C1)(C1=CC=CC=C1)(C1=CC=CC=C1)O[C@H](C(=O)[O-])C